C(C)(=O)C1=NN2C(=NN(C(C2=C1)=O)CC(=O)OCC)C(C)C ethyl 2-(2-acetyl-7-isopropyl-4-oxopyrazolo[1,5-d][1,2,4]triazin-5(4H)-yl)acetate